FC=1C(=C(C=CC1F)[C@H]1[C@H](O[C@@]([C@@H]1C)(C(F)(F)F)C)C(=O)NC1=CC(=NC(=C1)C)C(=O)N)OC 4-[[(2S,3s,4r,5s)-3-(3,4-difluoro-2-methoxy-phenyl)-4,5-dimethyl-5-(trifluoromethyl)tetrahydrofuran-2-carbonyl]amino]-6-methyl-pyridine-2-carboxamide